4-chloro-3-fluoro-2-iodo-6-methoxy-5-(prop-1-yn-1-yl)benzonitrile ClC1=C(C(=C(C#N)C(=C1C#CC)OC)I)F